2-[4-(Methylamino)phenyl]pyrazolo[1,5-a]pyrimidine-3-carboxylic acid CNC1=CC=C(C=C1)C1=NN2C(N=CC=C2)=C1C(=O)O